FC=1C(=NC=CC1CC=1C=NC=C(C1C)[N+](=O)[O-])SC 3-fluoro-4-[(4-methyl-5-nitropyridin-3-yl)methyl]-2-(methylsulfanyl)pyridine